diphenyl-[1,1'-biphenyl]-4,4'-diamine C1(=CC=CC=C1)C=1C(=C(C=CC1N)C1=CC=C(C=C1)N)C1=CC=CC=C1